C(C)(=O)SCC1CCC(CC1)N(C1=C2C(=NC=C1C(=O)OCC)N(C=C2)S(=O)(=O)C2=CC=C(C)C=C2)C ethyl 4-(((1r,4r)-4-((acetylthio) methyl) cyclohexyl) (methyl) amino)-1-p-toluenesulfonyl-1H-pyrrolo[2,3-b]pyridine-5-carboxylate